ethyl 5-(2-((3,3-difluoro-1-(methylcarbamoyl) cyclobutyl) amino)-2-oxoacetyl)-6-methyl-2,3-dihydro-1H-pyrrolizin-7-carboxylate FC1(CC(C1)(C(NC)=O)NC(C(=O)C=1N2CCCC2=C(C1C)C(=O)OCC)=O)F